bromo-2,3-dihydro-1H-inden-2-ol BrC1C(CC2=CC=CC=C12)O